(R)-2-((1R,4R)-2-Oxa-5-azabicyclo[2.2.2]octan-5-yl)-N-methyl-N-(2-((4aS,5aR)-5a-methyl-1,4,4a,5,5a,6-hexahydrocyclopropa[f]indazol-3-yl)-3H-imidazo[4,5-b]pyridin-6-yl)propenamide [C@H]12OC[C@H](N(C1)C(C(=O)N(C=1C=C3C(=NC1)NC(=N3)C3=NNC=1C[C@@]4([C@H](CC31)C4)C)C)=C)CC2